acrylamido-butyric acid C(C=C)(=O)NC(C(=O)O)CC